methyl-diethoxyhydroxysilane tert-butyl-(S)-(1-(4-chloro-7-methylthieno[3,2-c]pyridazin-6-yl)propan-2-yl)carbamate C(C)(C)(C)N(C(O)=O)[C@H](CC1=C(C=2N=NC=C(C2S1)Cl)C)C.C[Si](O)(OCC)OCC